2-dodecene-5-olide C1(C=CCC(CCCCCCC)O1)=O